BrC=1C=C(C(=CC1)NC1=CC=C(C=C1)F)N 4-bromo-N1-(4-fluorophenyl)benzene-1,2-diamine